tert-Butyl N-[[(4R,5R)-5-[(4-methoxyanilino)methyl]-2-oxo-1,3-dioxolan-4-yl]methyl]carbamate COC1=CC=C(NC[C@@H]2[C@H](OC(O2)=O)CNC(OC(C)(C)C)=O)C=C1